The molecule is the oxonium betaine of anthocyanidin 3,5-di-O-beta-D-glucoside arising from selective deprotonation of the 7-hydroxy group. It is a conjugate base of an anthocyanidin 3,5-di-O-beta-D-glucoside. C1=CC(=CC=C1C2=C(C=C3C(=CC(=O)C=C3O[C@H]4[C@@H]([C@H]([C@@H]([C@H](O4)CO)O)O)O)O2)O[C@H]5[C@@H]([C@H]([C@@H]([C@H](O5)CO)O)O)O)O